(R)-6-((4-(dimethylamino)pyrimidin-2-yl)amino)-4-isopropyl-1,3-dimethyl-3,4-dihydroquinoxalin-2(1H)-one CN(C1=NC(=NC=C1)NC=1C=C2N([C@@H](C(N(C2=CC1)C)=O)C)C(C)C)C